tetraethanolamine hydroxide [OH-].C(O)CN.C(O)CN.C(O)CN.C(O)CN